5-(5,6-dihydro-4H-pyrrolo[1,2-b]pyrazol-3-yl)-2-{3-[(3R)-3-(1-methylcyclopropyl)piperazin-1-yl]-1,2,4-triazin-6-yl}phenol N=1N2C(=C(C1)C=1C=CC(=C(C1)O)C1=CN=C(N=N1)N1C[C@H](NCC1)C1(CC1)C)CCC2